CC(CC1=C(CCC=CCC1)CC(=C)C)=C bis(2-methylallyl)(1,5-cyclooctadiene)